O=C1NC(CCC1N1C(C2=CC=C(C=C2C1=O)CC(=O)O)=O)=O 2-(2-(2,6-dioxopiperidin-3-yl)-1,3-dioxoisoindolin-5-yl)acetic acid